(R)-2-((7-(4-(5,5-bis(hydroxymethyl)pyrrolidin-3-yl)-7-chloro-3,4-dihydro-2H-benzo[b][1,4]oxazin-5-yl)thieno[3,2-b]pyridin-2-yl)methyl)-5-(tert-butyl)pyridazin-3(2H)-one OCC1(C[C@H](CN1)N1C2=C(OCC1)C=C(C=C2C2=C1C(=NC=C2)C=C(S1)CN1N=CC(=CC1=O)C(C)(C)C)Cl)CO